N-[3-(dimethylamino)propyl]acetamide CN(CCCNC(C)=O)C